(R)-N-(1-cyclopropyl-2-hydroxyethyl)-4-methoxy-2-(4-(trifluoromethyl)phenyl)quinoline-7-carboxamide C1(CC1)[C@H](CO)NC(=O)C1=CC=C2C(=CC(=NC2=C1)C1=CC=C(C=C1)C(F)(F)F)OC